FC1(CN(CC[C@@H]1OCCNC)C1=NC=CC(=N1)NC=1N=CC2=C(C=CC(=C2C1)C(C)C)N1[C@@H]([C@H](C1)CS(=O)(=O)C)C)F N-{2-[(4S)-3,3-difluoro-4-[2-(methylamino)ethoxy]piperidin-1-yl]pyrimidin-4-yl}-8-[(2R,3S)-3-(methanesulfonylmeth-yl)-2-methylazetidin-1-yl]-5-(propan-2-yl)isoquinolin-3-amine